5-chloro-indoline-2-thione ClC=1C=C2CC(NC2=CC1)=S